ClC=1N=C(C=2C(N1)=CN(N2)C)C2=CC=C(C=C2)C=2N(C=C(N2)C(F)(F)F)C(C)C (E)-5-chloro-7-(4-(1-isopropyl-4-(trifluoromethyl)-1H-imidazol-2-yl)phenyl)-2-methyl-2H-pyrazolo[4,3-d]pyrimidine